FC(N1N=CC=C1C(=O)O)F 1-(difluoromethyl)-1H-pyrazole-5-carboxylic acid